4-hydroxydecanol tert-butyl-4-(5-chloro-3-methyl-2-pyridyl)piperidine-1-carboxylate C(C)(C)(C)C1N(CCC(C1)C1=NC=C(C=C1C)Cl)C(=O)OCCCC(CCCCCC)O